(2R,4R)-N-((S)-1-(((3-aminobenzo[d]isoxazol-6-yl)methyl)amino)-1-oxopropan-2-yl)-4-phenylpyrrolidine-2-carboxamide di-trifluoroacetate FC(C(=O)O)(F)F.FC(C(=O)O)(F)F.NC1=NOC2=C1C=CC(=C2)CNC([C@H](C)NC(=O)[C@@H]2NC[C@H](C2)C2=CC=CC=C2)=O